2-Cyano-N-(trans-4-(2-((R)-4-(2,3-dichlorophenyl)-3-methylpiperazin-1-yl)ethyl)cyclohexyl)-2-methylpropanamide C(#N)C(C(=O)N[C@@H]1CC[C@H](CC1)CCN1C[C@H](N(CC1)C1=C(C(=CC=C1)Cl)Cl)C)(C)C